4-amino-N-(7-(4,4-difluoropiperidin-1-yl)-2,3-dihydrobenzofuran-5-yl)-2-((1R,5S)-3-azaspiro[bicyclo[3.2.1]octane-8,1'-cyclopropan]-3-yl)benzamide NC1=CC(=C(C(=O)NC=2C=C(C3=C(CCO3)C2)N2CCC(CC2)(F)F)C=C1)N1C[C@@H]2CC[C@H](C1)C21CC1